BrC1=CC2=CNN=C2C(=C1C)F 5-bromo-7-fluoro-6-methyl-2H-indazole